N-(5-(6-(4-(tert-butyl)phenyl)-1-oxo-3,4-dihydroisoquinolin-2(1H)-yl)-2-((2-methoxyethoxy)methoxy)phenyl)cyclopropanesulfonamide C(C)(C)(C)C1=CC=C(C=C1)C=1C=C2CCN(C(C2=CC1)=O)C=1C=CC(=C(C1)NS(=O)(=O)C1CC1)OCOCCOC